FC1=CC=C(C=C1)[C@@H](C)OC=1C(=NC=C(C1)B1OC(C(O1)(C)C)(C)C)N 3-[(1R)-1-(4-fluorophenyl)ethoxy]-5-(4,4,5,5-tetramethyl-1,3,2-dioxaborolan-2-yl)pyridin-2-amine